C(CC(O)(C(=O)[O-])CC(=O)[O-])(=O)[O-].[Na+].[Zn+2] zinc-sodium citrate